1-bromo-2-fluoro-4-methyl-benzene BrC1=C(C=C(C=C1)C)F